(S)-4-(3-butylpiperazin-1-yl)-N-(8-fluoro-2-methylimidazo[1,2-a]pyridin-6-yl)-2,3-dihydro-1H-pyrrolo[2,3-b]pyridine-1-carboxamide hydrochloride Cl.C(CCC)[C@H]1CN(CCN1)C1=C2C(=NC=C1)N(CC2)C(=O)NC=2C=C(C=1N(C2)C=C(N1)C)F